COC(=O)C1=C(C=NC=C1)NC[C@@H]1CCOC2=C1C=CC(=C2)N(C)C2=CC(=CC=C2)F 3-({[(4R)-7-[(3-fluorophenyl)(methyl)amino]-3,4-dihydro-2H-1-benzopyran-4-yl]methyl}amino)pyridine-4-carboxylic acid methyl ester